perfluorodecyl-ethyltriethoxysilane FC(C(F)(F)F)(O[Si](OC(C(F)(F)F)(F)F)(OC(C(F)(F)F)(F)F)C(C(F)(F)F)(F)F)C(C(C(C(C(C(C(C(C(C(F)(F)F)(F)F)(F)F)(F)F)(F)F)(F)F)(F)F)(F)F)(F)F)(F)F